C(#C)C1=CC(=NC=2N=C(N=CC21)NC2=CC=C(C=C2)N2CCN(CC2)C)NC(=O)NCC2OCCC2 1-(5-ethynyl-2-{[4-(4-methylpiperazin-1-yl)phenyl]amino}pyrido[2,3-d]pyrimidin-7-yl)-3-(oxolan-2-ylmethyl)urea